2-Chloro-5-{[(cyclohexylcarbonyl)amino]methyl}-N-{1-[4-(trifluoromethyl)phenyl]-1H-indazol-4-yl}benzamide ClC1=C(C(=O)NC2=C3C=NN(C3=CC=C2)C2=CC=C(C=C2)C(F)(F)F)C=C(C=C1)CNC(=O)C1CCCCC1